2-methyl-2-(6-vinylpyridin-3-yl)propanenitrile CC(C#N)(C)C=1C=NC(=CC1)C=C